OC(CS(=O)(=O)O)C 2-hydroxy-1-propanesulfonic ACID